ClC=1C=C2C(=CNC2=C(C1)Cl)CCN 2-(5,7-dichloro-1H-indol-3-yl)ethanamine